CC=1C=CC(=C(C1)N1CCOCC1)[N+](=O)[O-] 4-(5-methyl-2-nitrophenyl)morpholine